2-benzyl-2-azaspiro[3.3]heptan-6-yl (2R,6R)-2,6-dimethyl-4-(quinoxalin-2-yl)piperazine-1-carboxylate C[C@H]1N([C@@H](CN(C1)C1=NC2=CC=CC=C2N=C1)C)C(=O)OC1CC2(CN(C2)CC2=CC=CC=C2)C1